1-phenyl-4-(trifluoromethyl)-1H-pyrrole C1(=CC=CC=C1)N1C=CC(=C1)C(F)(F)F